C12CNCC(CC1)N2C2=NC(=NC(=N2)N2CCOCC2)C2=CC=C(C=C2)NC(=O)NC=2C=C1COC(C1=CC2)=O 1-(4-(4-(3,8-diazabicyclo[3.2.1]oct-8-yl)-6-morpholino-1,3,5-triazin-2-yl)phenyl)-3-(1-oxo-1,3-dihydroisobenzofuran-5-yl)urea